(3-((6-amino-8-bromo-2-fluoro-9H-purin-9-yl)methyl)-5-methoxybenzyl)(5-(hydroxymethyl)pyridin-3-yl)carbamic acid tert-butyl ester C(C)(C)(C)OC(N(C=1C=NC=C(C1)CO)CC1=CC(=CC(=C1)OC)CN1C2=NC(=NC(=C2N=C1Br)N)F)=O